(E)-2-((5-amino-1-(3-((tert-butoxycarbonyl)amino)propyl)-1H-pyrazol-4-yl)diazenyl)-1-hexyl-3-(3-(2,2,2-trifluoroacetamido)propyl)-1H-imidazol-3-ium bromide [Br-].NC1=C(C=NN1CCCNC(=O)OC(C)(C)C)/N=N/C=1N(C=C[N+]1CCCNC(C(F)(F)F)=O)CCCCCC